2-(cyclobutylamino)quinazolin-7-ol C1(CCC1)NC1=NC2=CC(=CC=C2C=N1)O